BrC1=CC=C(C=C1)[C@@H](C(F)(F)F)N(C(=O)C1CN(CCC1)C(=O)OC(C)(C)C)C tert-butyl 3-(((S)-1-(4-bromophenyl)-2,2,2-trifluoroethyl)(methyl)carbamoyl)piperidine-1-carboxylate